FC1(CC(CC1)C(C(=O)NC1=NC(=NS1)C)C1=CC=C(C=C1)C=1N=NN(N1)C)F 2-(3,3-Difluorocyclopentyl)-N-(3-methyl-1,2,4-thiadiazol-5-yl)-2-(4-(2-methyl-2H-tetrazol-5-yl)phenyl)acetamide